ClC1=C(C2=C(S1)C1(CC(N(CC1)CC=1C=NN(C1)CCS(=O)(=O)C)C)OCC2)COC 2-chloro-3-(methoxymethyl)-2'-methyl-1'-[[1-(2-methylsulfonylethyl)pyrazol-4-yl]methyl]spiro[4,5-dihydrothieno[2,3-c]pyran-7,4'-piperidine]